ClC1=CC(=C(COC2=NC=3CN(CCC3C=C2C(F)(F)F)CC2=NC3=C(N2C[C@H]2OCC2)C=CC(=C3)C(=O)O)C=C1)F (S)-2-((2-((4-chloro-2-fluorobenzyl)oxy)-3-(trifluoromethyl)-5,8-dihydro-1,7-naphthyridin-7(6H)-yl)methyl)-1-(oxetan-2-ylmethyl)-1H-benzo[d]imidazole-5-carboxylic acid